C1=CC=CC=2C3=CC=CC=C3C(C12)COC(=O)N1[C@H](CCCC1)CC(=O)O (R)-2-[1-(9H-Fluoren-9-ylmethoxycarbonyl)piperidin-2-yl]acetic acid